C(C)(C)(C)C1=CC=C(CNCCNCC2=CC=C(C=C2)C(C)(C)C)C=C1 N,N'-Di(4-tert.Butylbenzyl)-1,2-ethandiamin